1-Propyl-4-[4-(1-propyl-4-piperidyl)butyl]piperidin C(CC)N1CCC(CC1)CCCCC1CCN(CC1)CCC